C(#N)C1=CC=C(C=N1)CNC(=O)C=1C(=C2C=CC(=NC2=CN1)N1CCN(CC1)C(CCO)=O)O N-((6-cyanopyridin-3-yl)methyl)-5-hydroxy-2-(4-(3-hydroxypropanoyl)piperazin-1-yl)-1,7-naphthyridine-6-carboxamide